3-bromo-7-nitro-1-(p-toluenesulfonyl)indole tert-butyl-4-[3-(2,5-dioxopyrrol-1-yl)propyl]piperazine-1-carboxylate C(C)(C)(C)OC(=O)N1CCN(CC1)CCCN1C(C=CC1=O)=O.BrC1=CN(C2=C(C=CC=C12)[N+](=O)[O-])S(=O)(=O)C1=CC=C(C)C=C1